CC=1OC(=CC1C(=O)NC1=CC=C(C=C1)[As]=O)C 2,5-dimethyl-N-(4-(oxo-arsanyl)phenyl)furan-3-carboxamide